COC=1C=C(C=NC1N1[C@H](COCC1)C)C=O 5-methoxy-6-[(3S)-3-methylmorpholin-4-yl]pyridine-3-carbaldehyde